[Ru].[Cu] copper-ruthenium